(S)-(3S,5R,8R,9S,10S,12R,13S,14S,17R)-12,14-dihydroxy-10,13-dimethyl-17-(5-oxo-2,5-dihydrofuran-3-yl)hexadecahydro-1H-cyclopenta[a]phenanthren-3-yl 3-hydroxypyrrolidine-1-carboxylate O[C@@H]1CN(CC1)C(=O)O[C@H]1CC[C@@]2([C@H]3C[C@H]([C@@]4([C@H](CC[C@@]4([C@@H]3CC[C@@H]2C1)O)C=1COC(C1)=O)C)O)C